6-(6-ethoxypyridin-3-yl)-5-fluoro-N-((2-fluoro-5-methoxybenzyl)oxy)pyrazine-2-carboxamide C(C)OC1=CC=C(C=N1)C1=C(N=CC(=N1)C(=O)NOCC1=C(C=CC(=C1)OC)F)F